(1S,4s)-4-(3-(((R)-2-(3-Fluorophenyl)-2-hydroxyethyl)amino)-3-methyl-butyl)cyclohexane-1-carboxylic acid FC=1C=C(C=CC1)[C@H](CNC(CCC1CCC(CC1)C(=O)O)(C)C)O